(S)-3-(1-isopropyl-3-(2-(trifluoromethyl)pyrimidin-5-yl)-1H-pyrazol-5-yl)cyclopentanone C(C)(C)N1N=C(C=C1[C@@H]1CC(CC1)=O)C=1C=NC(=NC1)C(F)(F)F